C/C(/C(=O)Cl)=C\C (E)-2-methyl-2-butenoyl chloride